1-(3-(4-amino-7-chloro-1-isopropyl-1H-pyrazolo[4,3-c]pyridin-3-yl)-5-cyclopropylisoxazol-4-yl)azetidin-2-one NC1=NC=C(C2=C1C(=NN2C(C)C)C2=NOC(=C2N2C(CC2)=O)C2CC2)Cl